2-methyl-5-(4-methylpiperazin-1-yl)-N-(1-(2-(1-(oxetan-3-yl)-1H-pyrazol-4-yl)quinolin-4-yl)cyclopropyl)benzamide CC1=C(C(=O)NC2(CC2)C2=CC(=NC3=CC=CC=C23)C=2C=NN(C2)C2COC2)C=C(C=C1)N1CCN(CC1)C